decyl-trihexyl-phosphonium C(CCCCCCCCC)[P+](CCCCCC)(CCCCCC)CCCCCC